3-(3,4-difluorophenyl)-1-(8-fluoro-6-oxo-1,4,5,6-tetrahydro-2H-pyrano[3,4-c]isoquinolin-1-yl)-1-isobutyl-urea FC=1C=C(C=CC1F)NC(N(CC(C)C)C1COCC=2NC(C=3C=C(C=CC3C21)F)=O)=O